1-tert-butyl-trisiloxane C(C)(C)(C)[SiH2]O[SiH2]O[SiH3]